methyl 4-(benzyloxy)-3-formylbenzoate C(C1=CC=CC=C1)OC1=C(C=C(C(=O)OC)C=C1)C=O